iridium(II) bis[2-(2,4-difluorophenyl)-5-methylpyridine] FC1=C(C=CC(=C1)F)C1=NC=C(C=C1)C.FC1=C(C=CC(=C1)F)C1=NC=C(C=C1)C.[Ir+2]